5-bromo-1-(1-phenyl-1H-indazol-5-yl)-1H-pyrazol-3-amine BrC1=CC(=NN1C=1C=C2C=NN(C2=CC1)C1=CC=CC=C1)N